3-(5-amino-2-tert-butyl-pyrazol-3-yl)cyclopentanol NC=1C=C(N(N1)C(C)(C)C)C1CC(CC1)O